OC1CCCC=2C=CC(=NC12)C(=O)OC methyl 8-hydroxy-5,6,7,8-tetrahydroquinoline-2-carboxylate